Pyrazine-6-carboxylic acid tert-butyl ester C(C)(C)(C)OC(=O)C1=CN=CC=N1